1-isopropyl-N3-(3-(6-(6-(piperazin-1-yl)pyridin-3-yl)benzo[d]thiazol-2-yl)-4,5,6,7-tetrahydrothieno[2,3-c]pyridin-2-yl)propane-1,3-diamine C(C)(C)C(CCNC1=C(C2=C(CNCC2)S1)C=1SC2=C(N1)C=CC(=C2)C=2C=NC(=CC2)N2CCNCC2)N